C(=O)(CCCCCCCCC)OCC(COC(=O)CCCCCCCCC)(COCC(COC(=O)CCCCCCCCC)(COC(=O)CCCCCCCCC)COC(=O)CCCCCCCCC)COC(=O)CCCCCCCCC dipentaerythritol hexacaprate